1-(5-(2-fluorophenyl)-1-(pyridine-3-sulfonyl)-1H-pyrrol-3-yl)-N-methyl-methylamine monofumarate C(\C=C\C(=O)O)(=O)O.FC1=C(C=CC=C1)C1=CC(=CN1S(=O)(=O)C=1C=NC=CC1)CNC